N1(CCC1)C1=NC=C(C=C1)B1OC(C(O1)(C)C)(C)C 2-(azetidin-1-yl)-5-(4,4,5,5-tetramethyl-1,3,2-dioxaborolan-2-yl)pyridine